COC=1C=C(C(=NC1C1=CC=CC=2N(C=NC21)C)C#N)NC2=CC=C1C(=N2)CN(C12CCOCC2)CC(F)(F)F 5-methoxy-6-(1-methyl-1H-benzo[d]imidazol-4-yl)-3-((6'-(2,2,2-trifluoroethyl)-2,3,5,6,6',7'-hexahydrospiro[pyran-4,5'-pyrrolo[3,4-b]pyridin]-2'-yl)amino)picolinonitrile